6-bromo-2,3-difluorophenylsulfide BrC1=CC=C(C(=C1SC1=C(C(=CC=C1Br)F)F)F)F